(R)-N-((2,4-diisopropyl-6-methoxypyridin-3-yl)carbamoyl)-6,7-dihydro-5H-pyrazolo[5,1-b][1,3]oxazine-3-sulfonimidamide C(C)(C)C1=NC(=CC(=C1NC(=O)N[S@](=O)(=N)C=1C=NN2C1OCCC2)C(C)C)OC